C(CCCCCCCCCCCCCCC(C)C)OC(CCCCCCCCCCCCC)=O.C(CCCCCCCCCCC\C=C/CCCCCCCC)(=O)OCCCCCCCCCCCCCCCCCC stearyl erucate isostearyl-myristate